C(CCCCCCC)OC1=C2C(SC=C2)=C(C2=C1SC=C2)OCCCCCCCC 4,8-bis(octyloxy)benzo(1,2-b:4,5-b')dithiophene